FC(C(C(F)(F)F)(O)C1=CC=C(C=C1)C1=C(C=C(C=C1)CN1C(CN(CC1)CC1=CC=NC=C1)CC(=O)OC(C)C)C)(F)F isopropyl 2-(1-((4'-(1,1,1,3,3,3-hexafluoro-2-hydroxypropan-2-yl)-2-methyl-[1,1'-biphenyl]-4-yl)methyl)-4-(pyridin-4-ylmethyl)piperazin-2-yl)acetate